C1(CC[C@@H](CCCCCC)O1)=O R-delta-decanolide